NN1C(CC(CC1(C)C)CCCCCCC1CC(N(C(C1)(C)C)N)(C)C)(C)C 4,4'-hexamethylenebis(amino-2,2,6,6-tetramethylpiperidine)